C(C=C)(=O)N1C[C@H]2N(C(C=3C=C(C(=C4C=CN(C34)CC2)C2=CC=C(C3=C2N=C(S3)N)F)F)=O)CC1 (S)-10-Acryloyl-3-((S)-2-amino-7-fluorobenzo[d]thiazol-4-yl)-2-fluoro-8,8a,9,10,11,12-hexahydro-7H,14H-pyrazino[1',2':5,6][1,5]diazocino[3,2,1-hi]indol-14-one